BrC1=NC(=CC(=C1)[C@@H]1CN(C[C@@H](N1)C(F)(F)F)C(=O)OC(C)(C)C)Cl tertbutyl (3R,5R)-3-(2-bromo-6-chloro-pyridin-4-yl)-5-(trifluoromethyl)piperazine-1-carboxylate